N-[(R)-(5-chloro-4-cyclobutyl-2-methoxyphenyl)(piperidin-4-yl)methyl]-2-methylpropane-2-sulfinylamide ClC=1C(=CC(=C(C1)[C@H]([N-]S(=O)C(C)(C)C)C1CCNCC1)OC)C1CCC1